2-(4-((4-(4-(2-(2-(2-(2-(5-(tert-butyl)-2-hydroxy-4-(4-oxo-1,4-dihydroquinoline-3-carboxamido)phenoxy)ethoxy)ethoxy)ethoxy)ethoxy)phenyl)piperidin-1-yl)sulfonyl)benzamido)acetic acid C(C)(C)(C)C=1C(=CC(=C(OCCOCCOCCOCCOC2=CC=C(C=C2)C2CCN(CC2)S(=O)(=O)C2=CC=C(C(=O)NCC(=O)O)C=C2)C1)O)NC(=O)C1=CNC2=CC=CC=C2C1=O